3-fluoro-6-methoxy-4-(1-(3-methyloxetan-3-yl)-6-(methylsulfonyl)-1H-benzo[d]imidazol-2-yl)benzene-1,2-diol FC1=C(C(=C(C=C1C1=NC2=C(N1C1(COC1)C)C=C(C=C2)S(=O)(=O)C)OC)O)O